(R)-N-(4-methyl-3-((1-(naphthalen-1-yl)ethyl)carbamoyl)phenyl)azetidine-3-carboxamide 2,2,2-trifluoroacetate FC(C(=O)O)(F)F.CC1=C(C=C(C=C1)NC(=O)C1CNC1)C(N[C@H](C)C1=CC=CC2=CC=CC=C12)=O